4-(azetidin-1-yl)-6-chloro-1,3-dimethyl-1,3-dihydro-2H-imidazo[4,5-c]pyridin-2-one N1(CCC1)C1=NC(=CC2=C1N(C(N2C)=O)C)Cl